tert-butyl (4-(3-((4-methyl-3-(trifluoromethyl)phenyl) carbamoyl) piperidin-2-yl)phenyl)carbamate CC1=C(C=C(C=C1)NC(=O)C1C(NCCC1)C1=CC=C(C=C1)NC(OC(C)(C)C)=O)C(F)(F)F